C1(CC1)C(=O)[O-] cyclopropane-1-carboxylate